ClC1=CC(=C2C(=N1)N(C=C2)C2COCC2)CO (6-chloro-1-(tetrahydrofuran-3-yl)-1H-pyrrolo[2,3-b]pyridin-4-yl)methanol